(S)-(5-(6-(cyclopropylethynyl)-1H-indole-2-carboxamido)pentane-1,4-diyl)dicarbamic acid di-tert-butyl ester C(C)(C)(C)OC(NCCC[C@@H](CNC(=O)C=1NC2=CC(=CC=C2C1)C#CC1CC1)NC(OC(C)(C)C)=O)=O